propyl 2-ethyl-2-[(6-{[(1S,2S)-2-(hydroxymethyl)cyclopropyl]methoxy}-5-(3-methoxyazetidin-1-yl)pyridin-2-yl)formamido]butanoate C(C)C(C(=O)OCCC)(CC)NC(=O)C1=NC(=C(C=C1)N1CC(C1)OC)OC[C@@H]1[C@H](C1)CO